4-(azetidin-3-yl)-N-(4-(3,4-dichloro-phenyl)but-3-yn-2-yl)piperazine-1-carboxamide hydrochloride Cl.N1CC(C1)N1CCN(CC1)C(=O)NC(C)C#CC1=CC(=C(C=C1)Cl)Cl